(3-methyl-2,5-dioxo(3-pyrrolinyl)) pyrimidine-5-carboxylate N1=CN=CC(=C1)C(=O)ON1C(C(=CC1=O)C)=O